C(C)(C)(C)OC(=O)N1C[C@@H](N(CC1)C=1C2=C(N=CN1)N(C=C2N(CCOC)CC)C2=NC=CC(=C2)C#N)C (S)-4-(7-(4-cyanopyridin-2-yl)-5-(ethyl-(2-methoxyethyl)amino)-7H-pyrrolo[2,3-d]pyrimidin-4-yl)-3-methylpiperazine-1-carboxylic acid tert-butyl ester